2-(4-(2-Methyl-3-phenyl-5-(3-(7-(2,2,6,6-tetramethylpiperidin-1-yl)heptyl)-phenyl)pyrazolo[1,5-a]pyrimidin-7-yl)piperazin-1-yl)ethan-1-ol CC1=NN2C(N=C(C=C2N2CCN(CC2)CCO)C2=CC(=CC=C2)CCCCCCCN2C(CCCC2(C)C)(C)C)=C1C1=CC=CC=C1